2-(7-chloro-1H-benzimidazole-2-carbonyl)-3,4-dihydro-1H-pyrrolo[1,2-a]pyrazine-6-carbonitrile ClC1=CC=CC2=C1NC(=N2)C(=O)N2CC=1N(CC2)C(=CC1)C#N